ClC1=C(C=CC(=C1)Cl)C(C=CC1=CC(=C(C=C1)O)CN(C)C)=O 1-(2,4-Dichlorophenyl)-3-[3-[(dimethylamino)methyl]-4-hydroxyphenyl]prop-2-en-1-one